BrC1=CC2=C(OC(O2)(C)CC)C=C1 5-bromo-2-ethyl-2-methylbenzo[d][1,3]dioxole